7-(3,3-Dimethylbut-1-yn-1-yl)-5-(2-(oxetan-3-ylamino)pyridin-4-yl)-1H-indazol-3-amine CC(C#CC=1C=C(C=C2C(=NNC12)N)C1=CC(=NC=C1)NC1COC1)(C)C